CC(C(=O)O[C@@H]1[C@@](O[C@H](C1)N1C2=NC(=NC(=C2N=C1)N)F)(C#C)COC(=O)OC12CC3CC(CC(C1)C3)C2)C ((2R,3S,5R)-2-(1-adamantyloxycarbonyloxymethyl)-5-(6-amino-2-fluoro-9H-purin-9-yl)-2-ethynyl-tetrahydrofuran-3-yl) 2-methylpropanoate